OP(O)(=O)OP(=O)(O)O.C(C=C)(=O)O acrylic acid pyrophosphate